CC(C(=O)OCC)=C 2-ethyl 2-methylprop-2-enoate